ClC1=C(CC=2C=C(C(NN2)=O)O)C(=CC=C1)F 6-(2-chloro-6-fluorobenzyl)-4-hydroxypyridazin-3(2H)-one